BrC=1C=NC(=NC1)NC(C(=O)O)CCN(CCCCC1=NC=2NCCCC2C=C1)CC(C)OC 2-((5-bromopyrimidin-2-yl)amino)-4-((2-methoxypropyl)(4-(5,6,7,8-tetrahydro-1,8-naphthyridin-2-yl)butyl)amino)butanoic acid